3,5-diamino-p-phenylenediamine NC=1C=C(C=C(C1N)N)N